(S)-3-(3,4-dihydroxyphenyl)-2-hydroxypropionic acid sodium salt [Na+].OC=1C=C(C=CC1O)C[C@@H](C(=O)[O-])O